7-bromo-5-(4,4-dimethylpiperidin-1-yl)-9-methyl-[1,2,4]triazolo[1,5-c]quinazoline BrC1=CC(=CC=2C=3N(C(=NC12)N1CCC(CC1)(C)C)N=CN3)C